N-(4-(9-(3-Aminopyrrolidin-1-yl)-2,3-dihydro-1H-cyclopenta[b]quinolin-7-yl)pyridin-2-yl)cyclobutanecarboxamide hydrochloride Cl.NC1CN(CC1)C1=C2C(=NC=3C=CC(=CC13)C1=CC(=NC=C1)NC(=O)C1CCC1)CCC2